3-(3-nitrobenzenebenzylidene)-5-(3,4,5-trimethoxybenzylidene)-N-(4-acetamidobenzenesulfonyl)-4-piperidone [N+](=O)([O-])C=1C=C(C=CC1)C1=CC=CC=C1C=C1CN(CC(C1=O)=CC1=CC(=C(C(=C1)OC)OC)OC)S(=O)(=O)C1=CC=C(C=C1)NC(C)=O